[2-(aminomethyl)-3,3-difluoro-allyl]-4-[5-(1,3-benzodioxol-5-yl)-3-methyl-2-pyridinyl]-1,2,4-triazol-3-one trifluoroacetate salt FC(C(=O)O)(F)F.NCC(CC=1N(C(NN1)=O)C1=NC=C(C=C1C)C1=CC2=C(OCO2)C=C1)=C(F)F